[F-].[Na+] FLUOROL